C(CCCCCCCCCCC)C1=CC=C(C=C1)S(=O)(=O)[O-].O=[V+3].C(CCCCCCCCCCC)C1=CC=C(C=C1)S(=O)(=O)[O-].C(CCCCCCCCCCC)C1=CC=C(C=C1)S(=O)(=O)[O-] Oxidovanadium p-dodecylbenzenesulfonate